5-chloro-2-(difluoromethyl)-N-((1r,4r)-4-((3-(2-(3-methyl-2-oxoimidazolidin-1-yl)pyridin-4-yl)-2-oxo-2,3-dihydro-1H-benzo[d]imidazol-1-yl)methyl)cyclohexyl)nicotinamide ClC=1C=NC(=C(C(=O)NC2CCC(CC2)CN2C(N(C3=C2C=CC=C3)C3=CC(=NC=C3)N3C(N(CC3)C)=O)=O)C1)C(F)F